CC1=C(C=CC(=C1)C)C1=NC(=NC(=N1)C1=C(C=C(C=C1)C)C)C1=C(C=C(C=C1)OCCCCCC(C)C)O 4,6-bis-(2,4-dimethylphenyl)-2-(2-hydroxy-4-isooctyloxyphenyl)-s-triazine